2-[[2-(5-fluoro-2-methoxy-phenyl)-2-methyl-propanoyl]amino]-4-[[3-fluoro-2-methoxy-propyl]-[4-(5,6,7,8-tetrahydro-1,8-naphthyridin-2-yl)butyl]amino]butanoic acid FC=1C=CC(=C(C1)C(C(=O)NC(C(=O)O)CCN(CCCCC1=NC=2NCCCC2C=C1)CC(CF)OC)(C)C)OC